O=S1(CCN(CC1)C1=NC=C(C(=O)OC)C=C1F)=O methyl 6-(1,1-dioxidothiomorpholino)-5-fluoronicotinate